CC(CC[C@@H](C(=O)O)NC([C@H]([C@H](CC)C)NC(=O)C1=NC=CN=C1)=O)(C)C (2S)-5,5-dimethyl-2-[(2S,3S)-3-methyl-2-[(pyrazin-2-yl)formamido]pentanamido]hexanoic acid